C(C1=CC=CC=C1)NC(=O)C1C(=NN(C1=O)C1=CC=CC=C1)C N-benzyl-3-methyl-5-oxo-1-phenyl-4,5-dihydro-1H-pyrazole-4-carboxamide